COC=1C=C(C=CC1OC)C1=CC=NC=2N1N=C(C2)C(=O)NC2=C(C=C(C=C2)C(=O)N2CCN(CC2)C)C 7-(3,4-dimethoxyphenyl)-N-(2-methyl-4-(4-methylpiperazine-1-carbonyl)phenyl)pyrazolo[1,5-a]pyrimidine-2-carboxamide